Cl.NC1C2CN(CC12C)CC1=CC=C(C=C1)N1C(N=C(C=C1)NC(=O)N1CCN(CC1)C(C(C)(C)N)=O)=O N-(1-(4-((exo-6-Amino-1-methyl-3-azabicyclo[3.1.0]hexan-3-yl)methyl)phenyl)-2-oxo-1,2-dihydropyrimidin-4-yl)-4-(2-amino-2-methylpropanoyl)piperazine-1-carboxamide Hydrochloride Salt